Cl.Cl.FC1=C(C=CC(=C1)F)CC1=CC2=C(C=N1)C(CN2C(CN2[C@H](CN[C@@H](C2)C)CN2CC(CC2)=O)=O)(C)C 1-{[(2R,5R)-1-(2-{6-[(2,4-Difluorophenyl)methyl]-3,3-dimethyl-1H,2H,3H-pyrrolo[3,2-c]pyridin-1-yl}-2-oxoethyl)-5-methylpiperazin-2-yl]methyl}pyrrolidin-3-one dihydrochloride